BrC=1C=C2CC3(C(NC2=C(C1)Cl)=O)CC3 6'-bromo-8'-chloro-1',4'-dihydro-2'H-spiro[cyclopropane-1,3'-quinolin]-2'-one